Cl.C(C#C)C1CCNCC1 4-(prop-2-yn-1-yl)piperidine hydrochloride